5-fluoro-N-(2-methylpyridin-3-yl)-4-(3-oxo-5,6,7,8-tetrahydro[1,2,4]triazolo[4,3-a]pyridin-2(3H)-yl)-2-{[(2S)-1,1,1-trifluoropropan-2-yl]oxy}benzamide FC=1C(=CC(=C(C(=O)NC=2C(=NC=CC2)C)C1)O[C@H](C(F)(F)F)C)N1N=C2N(CCCC2)C1=O